1',2,2-Trimethyl-1,2',5'-trioxo-2,3-dihydro-1H-spiro[pyrazolo[1,2-a]indazole-9,3'-pyrrolidine]-7-carbonitrile CN1C(C2(CC1=O)N1N(C=3C=CC(=CC32)C#N)CC(C1=O)(C)C)=O